(1S,2S)-N-(3-(2-ethoxypyridin-3-yl)-1H-pyrrolo[2,3-b]pyridin-6-yl)-2-fluorocyclopropane-1-carboxamide C(C)OC1=NC=CC=C1C1=CNC2=NC(=CC=C21)NC(=O)[C@H]2[C@H](C2)F